5-(aminomethyl)thiophene-3-carboxamidine NCC1=CC(=CS1)C(=N)N